4-((dimethylamino) methyl)-3-(2-fluoro-3-(hydroxymethyl) benzyl)-2-oxo-2H-benzopyran-7-yl dimethylcarbamate CN(C(OC1=CC2=C(C(=C(C(O2)=O)CC2=C(C(=CC=C2)CO)F)CN(C)C)C=C1)=O)C